ClC1=CC2=C(CCC3=C(N2CCCCN2C(C4=CC=CC=C4C2=O)=O)C=CC(=C3)OCC#C)C=C1 2-[4-(7-chloro-2-prop-2-ynyloxy-10,11-dihydro-dibenzo[b,f]azepin-5-yl)-butyl]-isoindole-1,3-dione